S(C#N)CC1=CC=CC2=CC=CC=C12 1-(thiocyanomethyl)naphthalene